N-(6-amino-5-ethylpyridin-3-yl)-2-((5S)-5-methyl-2-(1-methyl-3''H-dispiro[azetidine-3,1'-cyclobutane-3',2''-benzofuran]-5''-yl)piperidin-1-yl)-2-oxoacetamide NC1=C(C=C(C=N1)NC(C(=O)N1C(CC[C@@H](C1)C)C=1C=CC2=C(CC3(O2)CC2(C3)CN(C2)C)C1)=O)CC